COC(C1=C(C(=CC(=C1)F)Br)COC)=O 3-bromo-5-fluoro-2-(methoxymethyl)benzoic acid methyl ester